(Z)-3-(3-chloro-4-hydroxy-5-nitrophenyl)-2-cyano-N,N-diethyl-3-hydroxyacrylamide ClC=1C=C(C=C(C1O)[N+](=O)[O-])/C(=C(/C(=O)N(CC)CC)\C#N)/O